4-cyanoamphetamine C(#N)C1=CC=C(CC(N)C)C=C1